Dimethylhafnium [2',2'''-(4-(trifluoromethyl)pyridine-2,6-diyl)bis(3-((3r,5r,7r)-adamantan-1-yl)-5-(tert-butyl)-4'-methyl-[1,1'-biphenyl]-2-olate)] FC(C1=CC(=NC(=C1)C1=C(C=CC(=C1)C)C=1C(=C(C=C(C1)C(C)(C)C)C12CC3CC(CC(C1)C3)C2)[O-])C2=C(C=CC(=C2)C)C=2C(=C(C=C(C2)C(C)(C)C)C23CC1CC(CC(C2)C1)C3)[O-])(F)F.C[Hf+2]C